CC(CC(C(C(C(=O)O)(CC(CC)C)CC(CC)C)(O)C(=O)O)C(=O)O)CC.C(=O)(O)C=1C=C(C=CC1)N[C@@H](C)C(=O)O m-carboxyphenyl-alanine tri(2-methyl-1-butyl)citrate